hydroxy-2-[4-(1,2-diphenylbut-1-enyl)phenoxy]-N-monomethyl-ethanamine OC(COC1=CC=C(C=C1)C(=C(CC)C1=CC=CC=C1)C1=CC=CC=C1)NC